OC=1C=C2C(C(=COC2=CC1)C=O)=O 6-hydroxy-chromone-3-formaldehyde